3-acryloxypropyl-tris(dimethylsilyloxy)silane C(C=C)(=O)OCCC[Si](O[SiH](C)C)(O[SiH](C)C)O[SiH](C)C